FC1=C(CNC(=O)C=2C(C(=C3N(N4[C@H](C\C=C/CN(C3=O)C4)C)C2)O)=O)C=CC(=C1)F (1S,2S,Z)-N-(2,4-difluorobenzyl)-9-hydroxy-2-methyl-8,10-dioxo-3,6,8,10-tetrahydro-2H-1,7-methanopyrido[1,2-b][1,2,5]triazecine-11-carboxamide